FC1=CC=C(C(=N1)C)OC1=CC=C(C(=C1C(=O)NC1=CC(=CC=C1)[S@@](=O)(=N)C)C)C=1C=NN(C1)C (R)-6-((6-fluoro-2-methylpyridin-3-yl)oxy)-2-methyl-3-(1-methyl-1H-pyrazol-4-yl)-N-(3-(S-methylsulfonimidoyl)phenyl)benzamide